Ethyl 5-((4-bromo-1-methyl-1H-pyrazol-3-yl)amino)thiazole-4-carboxylate BrC=1C(=NN(C1)C)NC1=C(N=CS1)C(=O)OCC